OC(C)OC1=CC(=CC=C1)O 1,3-dihydroxyethoxybenzene